1-{4-[(3-[3-cyano-4-(propan-2-yloxy)phenyl]-1-{[2-(trimethylsilyl)ethoxy]methyl}-1H-pyrrolo[2,3-b]pyridin-4-yl)oxy]-3,5-difluorophenyl}-3-[(3-fluorooxetan-3-yl)methyl]urea C(#N)C=1C=C(C=CC1OC(C)C)C1=CN(C2=NC=CC(=C21)OC2=C(C=C(C=C2F)NC(=O)NCC2(COC2)F)F)COCC[Si](C)(C)C